IC1=CC(=NN1)C(=O)NN 5-iodo-1H-pyrazole-3-carbohydrazide